3-(1-Ethylpiperidin-4-yl)-5-fluoro-7-(2-methylimidazo[1,2-b]pyridazin-6-yl)cinnoline C(C)N1CCC(CC1)C=1N=NC2=CC(=CC(=C2C1)F)C=1C=CC=2N(N1)C=C(N2)C